ClC=1C(=C(CN2[C@@H](C[C@@](CC2)(C(=O)OC(C)(C)C)CC2=NC(=CC(=C2F)C(=C)C)Cl)C)C=CC1)F tert-butyl (2R,4R)-1-(3-chloro-2-fluorobenzyl)-4-((6-chloro-3-fluoro-4-(prop-1-en-2-yl) pyridin-2-yl) methyl)-2-methylpiperidine-4-carboxylate